6-methyl-1,2,4,5-tetrazin CC1=NN=CN=N1